OC=1C=C(C=C2CCC(C12)=O)OCCCC(=O)OCC ethyl 4-((7-hydroxy-1-oxo-2,3-dihydro-1H-inden-5-yl)oxy)butanoate